N4-[2-(6-methyl-2-pyridyl)pyrimidin-4-yl]-N2-[5-(1,2,3,6-tetrahydropyridin-4-yl)thiazol-2-yl]pyrimidine-2,4-diamine CC1=CC=CC(=N1)C1=NC=CC(=N1)NC1=NC(=NC=C1)NC=1SC(=CN1)C=1CCNCC1